C(C1=CC=CC=C1)(=O)OC[C@H]1OC[C@H](O1)N1C(N=C(C(=C1)F)NC(C1=CC=CC=C1)=O)=O ((2S,4S)-4-(4-benzamido-5-fluoro-2-oxopyrimidin-1(2H)-yl)-1,3-dioxolan-2-yl)methyl Benzoate